ClC1=C(C(=O)O)C=CC(=C1)NC(=O)C=1N(C(=CN1)C1=C(C(=C(C=C1)OCC#N)F)F)C 2-chloro-4-[[5-[4-(cyanomethoxy)-2,3-difluorophenyl]-1-methyl-imidazole-2-carbonyl]amino]benzoic acid